ClC1=CC=NN1C1(CC1)C(=O)O 1-(5-Chloropyrazol-1-yl)cyclopropanecarboxylic acid